tert-butyl 4-(4'-chloro-5'-oxo-5'H-spiro[cyclohexane-1,7'-indolo[1,2-a]quinazolin]-10'-yl)-[1,4'-bipiperidine]-1'-carboxylate ClC=1C=2C(N=C3N(C2C=CC1)C1=CC(=CC=C1C31CCCCC1)C1CCN(CC1)C1CCN(CC1)C(=O)OC(C)(C)C)=O